bis(p-methyl-cumene) ruthenium dichloride [Ru](Cl)Cl.CC1=CC=C(C=C1)C(C)C.CC1=CC=C(C=C1)C(C)C